C(N)(O[C@@]1(C(CCC2=CC(=C(C=C12)F)C1=CC=C(C=C1)C(C)C)(C)C)[C@@H]1CN2CCC1CC2)=O (S)-quinuclidin-3-yl((R)-7-fluoro-6-(4-isopropylphenyl)-2,2-dimethyl-1,2,3,4-tetrahydronaphthalen-1-yl) carbamate